(Z)-3-bromo-5-((4-hydroxy-1-(4-hydroxy-phenyl)-3-oxobutan-2-ylimino)methyl)phenyl 4-methylbenzoate CC1=CC=C(C(=O)OC2=CC(=CC(=C2)\C=N/C(CC2=CC=C(C=C2)O)C(CO)=O)Br)C=C1